3-[bicyclo[1.1.1]Pentane-1-yl]-1,2-oxazol-5-amine C12(CC(C1)C2)C2=NOC(=C2)N